(E)-N'-cyano-N-((1,2,3,5,6,7-hexahydro-s-indacen-4-yl)carbamoyl)-2-((R)-1-methylpyrrolidin-2-yl)ethene-1-sulfonimidamide C(#N)N=S(=O)(NC(NC1=C2CCCC2=CC=2CCCC12)=O)\C=C\[C@@H]1N(CCC1)C